COC(C1=CC(=C(C=C1)CBr)Br)=O 3-bromo-4-bromomethyl-benzoic acid methyl ester